FC1=CC(=C(C=C1F)C=1C(=CC2=C(N(C(N=C2N2[C@H](CN(CC2)C(C=C)=O)C)=O)C=2C(=NC=CC2C)C(C)C)N1)F)O (M)-7-(4,5-difluoro-2-hydroxyphenyl)-6-fluoro-1-(4-methyl-2-(2-propanyl)-3-pyridinyl)-4-((2S)-2-methyl-4-(2-propenoyl)-1-piperazinyl)pyrido[2,3-d]pyrimidin-2(1H)-one